C1(CCC2=CC=CC=C12)[C@H](N)C(=O)O L-2-indanyl-glycine